(S)-4-(2-(((9H-fluorenylmethoxy)carbonyl)amino)-2-phenylacetamido)-2-chlorobenzoic acid tert-butyl ester C(C)(C)(C)OC(C1=C(C=C(C=C1)NC([C@H](C1=CC=CC=C1)NC(=O)OCC1=CC=CC=2C3=CC=CC=C3CC12)=O)Cl)=O